(R)-2-(N-(1-(1-(naphthalen-1-yl)ethyl)piperidin-4-yl)phenylsulfonamido)-N-(2-oxo-2-(prop-2-yn-1-ylamino)ethyl)acetamide C1(=CC=CC2=CC=CC=C12)[C@@H](C)N1CCC(CC1)N(S(=O)(=O)C1=CC=CC=C1)CC(=O)NCC(NCC#C)=O